FC1([C@H](C1)N1C(=NC=2C1=NC(=CC2)C=2C=CN1N=C(N=CC12)NC1CCC(CC1)(O)C)C)F (1s,4s)-4-((5-(3-(2,2-Difluorocyclopropyl)-2-methyl-3H-imidazo[4,5-b]pyridin-5-yl)pyrrolo[2,1-f][1,2,4]triazin-2-yl)amino)-1-methylcyclohexan-1-ol